(tert-butyl 4-(pyrrolidin-1-ylmethyl) phenyl) carbamate C(N)(OC1=C(C=C(C=C1)CN1CCCC1)C(C)(C)C)=O